3-fluoro-4-piperazine-1-yl-benzaldehyde FC=1C=C(C=O)C=CC1N1CCNCC1